BrC=1C=C(C=NC1SCC1=CC=C(C=C1)OC)NC(C)=O N-(5-bromo-6-((4-methoxybenzyl)thio)pyridin-3-yl)acetamide